FC=1C(=NC=CC1)NCC1N(CC2=CC(=CC=C2C1)C(CCCCCN)N)C 1-(3-(((3-fluoropyridin-2-yl)amino)methyl)-2-methyl-1,2,3,4-tetrahydroisoquinolin-7-yl)hexane-1,6-diamine